O[C@@H](CN(CCC1=CC=C(C=C1)C1=CC=C(C=C1)CCNC(=O)C=1C=CC2=C(N(C=[N+]2CC)CC)C1)C[C@@H]([C@H]([C@@H]([C@@H](CO)O)O)O)O)[C@H]([C@@H]([C@@H](CO)O)O)O 6-({2-[4'-(2-{bis[(2S,3R,4R,5R)-2,3,4,5,6-pentahydroxyhexyl]amino}ethyl)-[1,1'-biphenyl]-4-yl]ethyl}carbamoyl)-1,3-diethyl-1H-1,3-benzodiazol-3-ium